(2RS)-2-[4-(difluoromethyl)-6-[4-(1-ethyl-4-piperidinyl)phenyl]-1-oxo-isoindolin-2-yl]-2-(6,7-dihydro-5H-pyrrolo[1,2-c]imidazol-1-yl)-N-thiazol-2-yl-acetamide FC(C1=C2CN(C(C2=CC(=C1)C1=CC=C(C=C1)C1CCN(CC1)CC)=O)[C@@H](C(=O)NC=1SC=CN1)C1=C2N(C=N1)CCC2)F |r|